4-(2-bromoacetyl)-N-phenylbenzenesulfonamide BrCC(=O)C1=CC=C(C=C1)S(=O)(=O)NC1=CC=CC=C1